triisobutoxytitanium (IV) C(C(C)C)O[Ti+](OCC(C)C)OCC(C)C